C(C=C)(=O)OCCCC1=C(C(=CC=C1)C(=O)O)C(=O)O acryloyloxypropylbenzenedicarboxylic acid